C(C)(C)(C)OC(NC(COC1=CC(=C(C=C1)C)C(NC1(CC1)C1=CC(=CC2=CC=CC=C12)C1=CC=CC=C1)=O)C)=O tert-butyl(1-(4-methyl-3-((1-(3-phenylnaphthalen-1-yl)cyclopropyl) carbamoyl)phenoxy)propan-2-yl)carbamate